4-(hexahydropyridin-4-yl)but-3-ynoic acid-2-methylpropan-2-yl ester CC(C)(C)OC(CC#CC1CCNCC1)=O